CN(C)C[C@@H]1OC2=C3C4=C(N(C(N4C1)=O)C)C=NC3=CC(=C2C=2C=NC(=CC2)OCCCN2CCCCC2)F (S)-9-((Dimethylamino)methyl)-6-fluoro-2-methyl-7-(6-(3-(piperidin-1-yl)propoxy)pyridine-3-yl)-9,10-dihydro-8-oxa-2,4,10a-triazanaphtho[2,1,8-cde]azulene-1(2H)-one